N-(2,4-dichloro-6-(meth-oxymethyl)benzyl)-5-fluoro-8-methylene-5,6,7,8-tetrahydro-quinoline-5-carboxamide ClC1=C(CNC(=O)C2(C=3C=CC=NC3C(CC2)=C)F)C(=CC(=C1)Cl)COC